(2',5'-Diphenyl-biphenyl-4-yl)-(3'-naphthalen-2-yl-biphenyl-4-yl)-(4-naphthalen-2-yl-phenyl)amine C1(=CC=CC=C1)C1=C(C=C(C=C1)C1=CC=CC=C1)C1=CC=C(C=C1)N(C1=CC=C(C=C1)C1=CC2=CC=CC=C2C=C1)C1=CC=C(C=C1)C1=CC(=CC=C1)C1=CC2=CC=CC=C2C=C1